2,2-dimethyl-3-oxo-3-[2-(3-tritylimidazol-4-yl)ethylamino]propanoic acid CC(C(=O)O)(C(NCCC=1N(C=NC1)C(C1=CC=CC=C1)(C1=CC=CC=C1)C1=CC=CC=C1)=O)C